5-(4-((6-ethyl-5-methoxy-1-(benzenesulfonyl)-1H-pyrrolo[3,2-b]pyridin-2-yl)methyl)piperazin-1-yl)-N-methylpyridinecarboxamide C(C)C=1C=C2C(=NC1OC)C=C(N2S(=O)(=O)C2=CC=CC=C2)CN2CCN(CC2)C=2C=CC(=NC2)C(=O)NC